2-hydroxy-1-{4-[4-(2-hydroxy-2-methyl-propionyl)-benzyl]-phenyl}-2-methylpropan-1-one di-n-butyl-(diisopropylmethylene)malonate C(CCC)OC(C(C(=O)OCCCC)=C(C(C)C)C(C)C)=O.OC(C(=O)C1=CC=C(C=C1)CC1=CC=C(C=C1)C(C(C)(C)O)=O)(C)C